1-β-hydroxy-ethyl-2-methyl-imidazolium tetraphenylborate C1(=CC=CC=C1)[B-](C1=CC=CC=C1)(C1=CC=CC=C1)C1=CC=CC=C1.OCCN1C(=[NH+]C=C1)C